tert-butyl (4-(6-(1-methyl-1H-pyrazol-4-yl)pyrazolo[1,5-a]pyrazin-4-yl)benzyl)carbamate CN1N=CC(=C1)C=1N=C(C=2N(C1)N=CC2)C2=CC=C(CNC(OC(C)(C)C)=O)C=C2